C1(CCCCC1)C[C@@H](C(=O)OC)NC(=O)OC1CCN(CC1)S(=O)(=O)C methyl (S)-3-cyclohexyl-2-((((1-(methylsulfonyl)piperidin-4-yl)oxy)carbonyl)amino)propanoate